ClC1=C2C(=NC(=C1C)[N+](=O)[O-])CCCO2 8-chloro-7-methyl-6-nitro-3,4-dihydro-2H-pyrano[3,2-b]pyridine